2,2-difluoro-5'-oxodihydro-1'H,3'H-spiro[cyclopropane-1,2'-pyrrolizine]-7a'(5'H)-carboxylic acid ethyl ester C(C)OC(=O)C12CCC(N2CC2(C1)C(C2)(F)F)=O